C(C=C)OC(=O)N1C[C@H](CC1)O.COC1=CC2=C(N(C(O2)=O)CCNC(\C=C\C2=CC=C(C=C2)C#N)=O)C=C1 (E)-N-(2-(6-methoxy-2-oxo-2,3-dihydro-1,3-benzoxazol-3-yl)ethyl)-3-(4-cyanophenyl)acrylamide Allyl-(s)-3-hydroxypyrrolidine-1-carboxylate